(Z)-2-ethoxy-1-(hex-3-en-1-yloxy)-4-(isopropoxymethyl)benzene C(C)OC1=C(C=CC(=C1)COC(C)C)OCC\C=C/CC